CN1C=CC2=C1N=CN=C2C(=O)O 7-methyl-7H-pyrrolo[2,3-d]pyrimidine-4-carboxylic acid